Lithium stearat Kalium neodecanoat C(CCCCCC(C)(C)C)(=O)[O-].[K+].C(CCCCCCCCCCCCCCCCC)(=O)[O-].[Li+]